1,5-diphenyl-3-(thiophen-2-yl)-1H-pyrazole-4-carbaldehyde C1(=CC=CC=C1)N1N=C(C(=C1C1=CC=CC=C1)C=O)C=1SC=CC1